8-fluoro-5-methyl-3-(3-oxo-3-(4-(tetrahydrofuran-2-carbonyl)piperazin-1-yl)propyl)isoquinolin-1(2H)-one FC=1C=CC(=C2C=C(NC(C12)=O)CCC(N1CCN(CC1)C(=O)C1OCCC1)=O)C